1-methyl-4-[1-methyl-4-(1-methyl-1H-pyrazol-3-yl)-1H-imidazol-2-yl]-1H-pyrazolo[4,3-c]pyridine-6-carboxamide CN1N=CC=2C(=NC(=CC21)C(=O)N)C=2N(C=C(N2)C2=NN(C=C2)C)C